FC(C1=NN=C(O1)C1=CC(=C(CN2C(N(C=3C2=NC=CC3)C3CCNCC3)=O)C=C1)F)F 3-(4-(5-(difluoromethyl)-1,3,4-oxadiazol-2-yl)-2-fluorobenzyl)-1-(piperidin-4-yl)-1,3-dihydro-2H-imidazo[4,5-b]pyridin-2-one